NC1=NNC2=CC=C(C=C12)C1=CC(=NC=C1)NC=1C=CC(=C(C1)O)C 5-((4-(3-amino-1H-indazol-5-yl)pyridine-2-yl)amino)-2-methylphenol